ClC=1C=NC(=NC1)C1CC2(CN(C2)C=2N=C(C3=C(N2)CCC[S@@]3=O)NC3(CCC3)CO)C1 (S)-2-(6-(5-Chloropyrimidin-2-yl)-2-azaspiro[3.3]heptan-2-yl)-4-((1-(hydroxymethyl)cyclobutyl)amino)-7,8-dihydro-6H-Thiopyrano[3,2-d]pyrimidine 5-oxide